C(CN1C(=NC2=C1C=CC(=C2)C(N)=O)C2=C(C(=O)O)C=CC=C2)N2C(=NC1=C2C=CC(=C1)C(N)=O)C1=C(C(=O)O)C=CC=C1 2'-(ethane-1,2-diylbis(5-carbamoyl-1H-benzo[d]imidazole-1,2-diyl))dibenzoic acid